C1(CCC2=CC=CC=C12)NC1=CC(=CC=C1)F (2,3-dihydro-1H-inden-1-yl)-3-fluoroaniline